FC=1C(=CC=C2C(=NC(=NC12)OCC12CCCN2CCC1)N1C[C@H]2CC[C@@H](C1)N2CCO)C2=CC(=CC1=CC=CC=C21)O 4-(8-fluoro-4-((1R,5S)-8-(2-hydroxyethyl)-3,8-diazabicyclo[3.2.1]octan-3-yl)-2-((tetrahydro-1H-pyrrolizin-7a(5H)-yl)methoxy)quinazolin-7-yl)naphthalen-2-ol